(4-(hydroxyimino)-1-(trifluoromethyl)cyclohexyl)-2-methylpropane-2-sulfinamide ON=C1CCC(CC1)(C(F)(F)F)CC(C)(S(=O)N)C